C(C)OC(CCC(=O)OCCC)C propyl 4-ethoxy-pentanoate